2-[3-(3-methylsulfanylphenyl)-1-[2-[[1-[2-(4-morpholino-1-piperidyl)-2-oxo-ethyl]pyrazol-4-yl]amino]-[1,2,4]triazolo[1,5-a]pyridin-8-yl]azetidin-3-yl]acetonitrile CSC=1C=C(C=CC1)C1(CN(C1)C=1C=2N(C=CC1)N=C(N2)NC=2C=NN(C2)CC(=O)N2CCC(CC2)N2CCOCC2)CC#N